CN(C)C(F)F N,N-dimethyl-difluoromethyl-amine